FC=1C=C(C=C(C1)F)C=1C=C(C=2CCC(OC2C1)(C)C)O 7-(3,5-Difluorophenyl)-2,2-dimethyl-3,4-dihydrochromen-5-ol